N-(6-(((4S)-6-(4-chlorophenyl)-4-(2-(ethylamino)-2-oxoethyl)-1-methyl-4H-benzo[f][1,2,4]triazolo[4,3-a][1,4]diazepin-8-yl)oxy)hexyl)benzamide ClC1=CC=C(C=C1)C1=N[C@H](C=2N(C3=C1C=C(C=C3)OCCCCCCNC(C3=CC=CC=C3)=O)C(=NN2)C)CC(=O)NCC